2-(3-acetyl-5-((trimethylsilyl)ethynyl)-1H-indol-1-yl)-N-(2-((3-chloro-2-fluorophenylmethyl)amino)-2-oxoethyl)-N-isopropylacetamide C(C)(=O)C1=CN(C2=CC=C(C=C12)C#C[Si](C)(C)C)CC(=O)N(C(C)C)CC(=O)NCC1=C(C(=CC=C1)Cl)F